C(C)(C)C1=CC=C(C=C1)C1=NC(=NN1C)CC1=CC2=C(C3(OCC2)CCNCC3)S1 ((5-(4-isopropylphenyl)-1-methyl-1H-1,2,4-triazol-3-yl)methyl)-4',5'-dihydrospiro[piperidine-4,7'-thieno[2,3-c]pyran]